tert-butyl 7-fluoro-3-hydroxy-2,2,5-trimethyl-3,4-dihydroquinoline-1(2H)-carboxylate FC1=CC(=C2CC(C(N(C2=C1)C(=O)OC(C)(C)C)(C)C)O)C